C(C)OC\C(=C/C1=CNC2=CC=CC=C12)\[N+](=O)[O-] (E)-3-(3-ethoxy-2-nitroprop-1-en-1-yl)-1H-indole